N-(2,2-dimethyl-6-(4-(2-(2-oxopyrrolidin-1-yl)ethyl)piperazin-1-yl)-2,3-dihydrobenzofuran-5-yl)pyrazolo[1,5-a]pyrimidine-3-carboxamide CC1(OC2=C(C1)C=C(C(=C2)N2CCN(CC2)CCN2C(CCC2)=O)NC(=O)C=2C=NN1C2N=CC=C1)C